2-[(2S,3R)-2-(cyclopentyloxy)-3-(3,5-dimethoxy-4-methyl-phenyl)-3-hydroxy-propyl]-4-(methylamino)pyrazolo[1,5-a]pyridine-7-carboxylic acid C1(CCCC1)O[C@@H](CC1=NN2C(C(=CC=C2C(=O)O)NC)=C1)[C@H](O)C1=CC(=C(C(=C1)OC)C)OC